ClC1=C(C(=O)NC2=C(C(=C(C=C2)F)NC(=O)C2(C(C2)(Cl)Cl)C)F)C=C(C=C1)NC(=O)[C@@H]1C([C@H]1C1=CC(=C(C=C1)F)C(F)(F)F)(Cl)Cl 2-Chloro-N-(3-(2,2-dichloro-1-methylcyclopropane-1-carboxamido)-2,4-difluorophenyl)-5-((1R,3R)-2,2-dichloro-3-(4-fluoro-3-(trifluoromethyl)phenyl)cyclopropane-1-carboxamido)benzamide